ClC=1C=2N(C=CN1)C(=NC2C)[C@@H](C)C2=C(C(=C(C(=C2)Cl)F)C=2C=NC(=CC2)C(F)(F)F)OC(C)C (S)-8-chloro-3-(1-(5-chloro-4-fluoro-2-isopropoxy-3-(6-(trifluoromethyl)pyridin-3-yl)Phenyl)ethyl)-1-methylimidazo[1,5-a]Pyrazine